C1(=CC=CC=C1)[C@@H](C)N1C=NC=C1C(=O)N1CCN(CC1)C1=CC=CC=C1 (R)-(1-(1-phenylethyl)-1H-imidazol-5-yl)(4-phenylpiperazin-1-yl)methanone